tert-butyl 3-((4-bromo-3-(trifluoromethyl)-1H-pyrazol-1-yl)methyl)azetidine-1-carboxylate BrC=1C(=NN(C1)CC1CN(C1)C(=O)OC(C)(C)C)C(F)(F)F